3-(benzyloxy)-8-((4-fluorophenyl)sulfonyl)-5,6-dihydroisoquinoline C(C1=CC=CC=C1)OC=1N=CC=2C(=CCCC2C1)S(=O)(=O)C1=CC=C(C=C1)F